FC=1C=C(C=C(C1CNCCS(=O)(=O)O)OC)C1=C(C(=C(C=C1)CNCCS(=O)(=O)O)C1=C(C(=CC=C1)C1=CC(=CC(=C1)OC)F)C)C 2,2'-(((3,3'''-difluoro-5,5'''-dimethoxy-2',2''-dimethyl-[1,1':3',1'':3'',1'''-quaterphenyl]-4,4'-diyl)bis(methylene))bis(azanediyl))bis(ethane-1-sulfonic acid)